NC1(CCCCC1)C(=O)N amino-cyclohexane-1-carboxamide